1-(2,4-dichloro-5-hydroxy-phenyl)-3-[(1S)-1-(2-pyrimidin-2-yl-1,2,4-triazol-3-yl)ethyl]urea ClC1=C(C=C(C(=C1)Cl)O)NC(=O)N[C@@H](C)C=1N(N=CN1)C1=NC=CC=N1